C1(CCC1)C1=NOC(=C1)NC(C(C1CC(CC1)(F)F)C1=CC(=CC(=C1)C#N)C#N)=O rac-N-(3-Cyclobutylisoxazol-5-yl)-2-(3,5-dicyanophenyl)-2-(3,3-difluorocyclopentyl)acetamide